5-methyl-4-trimethylsilyl-triazol CC1=C(N=NN1)[Si](C)(C)C